C(=O)O.C1=CC=CC2=CC=CC=C12 naphthalene formate salt